N-(5-((5-Cyano-4-(1-cyclopropyl-1H-indol-3-yl)pyrimidin-2-yl)amino)-4-methoxy-2-(methyl((1-methylpyrrolidin-2-yl)methyl)amino)phenyl)acrylamide C(#N)C=1C(=NC(=NC1)NC=1C(=CC(=C(C1)NC(C=C)=O)N(CC1N(CCC1)C)C)OC)C1=CN(C2=CC=CC=C12)C1CC1